N[C@@H](C(=O)O[C@H]1CC[C@@]2([C@H]3CC[C@@]4([C@H](CC[C@@]4([C@@H]3CC[C@@H]2C1)O)C=1C=CC(OC1)=O)C)C)C(C)C (R)-(3S,5R,8R,9S,10S,13R,14S,17R)-14-hydroxy-10,13-dimethyl-17-(2-oxo-2H-pyran-5-yl)hexadecahydro-1H-cyclopenta[a]phenanthren-3-yl 2-amino-3-methylbutanoate